1-[4-(2,6-dioxo-3-piperidinyl)-2,3-dihydro-1,4-benzoxazin-8-yl]-4-hydroxy-piperidine-4-carboxylic acid benzyl ester C(C1=CC=CC=C1)OC(=O)C1(CCN(CC1)C1=CC=CC=2N(CCOC21)C2C(NC(CC2)=O)=O)O